ClCC(=O)NC=1C=NC(=C(C1)OC)OC 2-chloro-N-(5,6-dimethoxypyridin-3-yl)acetamide